(1-(5-(1,1,1-trifluoro-4-methoxybutan-2-yl)pyridin-2-yl)-1H-pyrazol-4-yl)-3H-imidazo[4,5-b]pyridine FC(C(CCOC)C=1C=CC(=NC1)N1N=CC(=C1)C1=NC=2C(=NC=CC2)N1)(F)F